4-chloro-N-methyl-1-((2-(trimethylsilyl)ethoxy)methyl)-1H-pyrrolo[2,3-b]pyridine-5-carboxamide ClC1=C2C(=NC=C1C(=O)NC)N(C=C2)COCC[Si](C)(C)C